4-Cyclopropyl-N-((S)-(7-((R*)-1-(2-(3,3-difluorocyclobutyl)acetamido)-3,3-difluoropropyl)imidazo[1,2-b]pyridazin-2-yl)(4,4-difluorocyclohexyl)methyl)-1,2,5-oxadiazole-3-carboxamide C1(CC1)C=1C(=NON1)C(=O)N[C@@H](C1CCC(CC1)(F)F)C=1N=C2N(N=CC(=C2)[C@@H](CC(F)F)NC(CC2CC(C2)(F)F)=O)C1 |o1:28|